2-silyl-benzene [SiH3]C1=CC=CC=C1